NC1=NC2=CC(=C(C=C2C(=C1)CO[Si](C)(C)C(C)(C)C)C(=O)N(C1COC2=C1C=CC(=C2)C(F)(F)F)CC2CC2)F 2-amino-4-(((tert-butyldimethylsilyl)oxy)methyl)-N-(cyclopropylmethyl)-7-fluoro-N-(6-(trifluoromethyl)-2,3-dihydrobenzofuran-3-yl)quinoline-6-carboxamide